5-[1-(2,6-Difluoro-phenyl)-piperidin-4-yl]-2-methyl-7-(2-trifluoromethylbenzyl)-2,4,5,7-tetrahydro-pyrazolo[3,4-d]pyrimidin-6-one FC1=C(C(=CC=C1)F)N1CCC(CC1)N1C(N(C=2C(C1)=CN(N2)C)CC2=C(C=CC=C2)C(F)(F)F)=O